ethyl 2-[[2-(1,1-difluoropropyl)-5-oxo-pyrrolidin-1-yl] amino]-2-imino-acetate FC(CC)(F)C1N(C(CC1)=O)NC(C(=O)OCC)=N